FC1=C(C(=C(C=C1)CNC)OC)C=1C=C2C(=CN1)NN=C2C=2C=NN(C2)C 1-(4-fluoro-2-methoxy-3-(3-(1-methyl-1H-pyrazol-4-yl)-1H-pyrazolo[3,4-c]pyridin-5-yl)phenyl)-N-methyl-methylamine